2,2'-bis(trifluoromethyl)diaminobiphenyl-acetic acid FC(C1(C(=CC=CC1)C1=C(C=CC=C1)C(F)(F)F)C(C(=O)O)(N)N)(F)F